ClC=1C=C(C=C(C1)F)[C@@H]1N(OCC1)C1=CC(=NC=N1)NC=1C(=CC(=C(C1)NC(C=C)=O)N1CCC(CC1)N1CCOCC1)OC N-(5-((6-((R)-3-(3-chloro-5-fluorophenyl)isoxazolidine-2-yl)pyrimidine-4-yl)amino)-4-methoxy-2-(4-morpholinopiperidine-1-yl)phenyl)acrylamide